N-(2,4-Dimethoxybenzyl)-4-(3-(dimethylamino)-3-(3-(trifluoromethyl)-phenethyl)piperidin-1-yl)-2-fluoro-6-methyl-N-(pyrimidin-4-yl)benzenesulfonamide COC1=C(CN(S(=O)(=O)C2=C(C=C(C=C2C)N2CC(CCC2)(CCC2=CC(=CC=C2)C(F)(F)F)N(C)C)F)C2=NC=NC=C2)C=CC(=C1)OC